CC1=NOC(=C1C(=O)OCC)C1=CC=C(C=C1)[N+](=O)[O-] Ethyl 3-methyl-5-(4-nitrophenyl)isoxazole-4-carboxylate